cyano-6-azabicyclo[3.2.1]octan C(#N)C12CCCC(NC1)C2